glyceryl mono-salicylate C(C=1C(O)=CC=CC1)(=O)OCC(O)CO